BrC=1C=C(C=2N(C1)N=C(N2)C(C(OC)OC)C)C 6-bromo-2-(2,2-dimethoxy-1-methyl-ethyl)-8-methyl-[1,2,4]triazolo[1,5-a]pyridine